C1(CC1)C1=CC(=NN1C1=CC=C(C=C1)CN1C2=NC(=NC=C2NC1=O)C1=C(C(=CC=C1)F)C(C)C)C(C)(C)O 9-([4-[5-cyclopropyl-3-(2-hydroxypropan-2-yl)pyrazol-1-yl]phenyl]methyl)-2-(3-fluoro-2-isopropylphenyl)-7H-purin-8-one